4-amino-N-((5-chloro-2-pyridinyl)methyl)-N-ethyl-1,3-dihydrofuro[3,4-c][1,7]naphthyridine-8-carboxamide NC1=NC=2C=NC(=CC2C2=C1COC2)C(=O)N(CC)CC2=NC=C(C=C2)Cl